rac-(1r,2r,3s,4r,5s)-N-(3-fluoro-4-(trifluoromethyl)phenyl)-5-hydroxy-3-(1-methyl-3-(trifluoromethyl)-1H-pyrazol-4-yl)-7-oxabicyclo[2.2.1]heptane-2-carboxamide FC=1C=C(C=CC1C(F)(F)F)NC(=O)[C@H]1[C@H]2C[C@@H]([C@@H]([C@@H]1C=1C(=NN(C1)C)C(F)(F)F)O2)O |r|